C=O.[Ru+2] ruthenium (II) carbonyl dihydride